(S)-4-(3-(5-(difluoromethyl)-1,3,4-thiadiazol-2-yl)-6-(N-(3-methyloxetan-3-yl)sulfamoyl)imidazo[1,2-a]pyridin-8-yl)-N-methylmorpholine-2-carboxamide FC(C1=NN=C(S1)C1=CN=C2N1C=C(C=C2N2C[C@H](OCC2)C(=O)NC)S(NC2(COC2)C)(=O)=O)F